((1-(tert-Butoxycarbonyl)azetidin-3-yl)methyl)trifluoroborate C(C)(C)(C)OC(=O)N1CC(C1)C[B-](F)(F)F